C(C(CC(=O)OCC=C)C(=O)OCC=C)C(=O)OCC=C tris(prop-2-enyl) propane-1,2,3-tricarboxylate